Cl.C(C)OC(=O)C12C(CC(CC1)(CC2)N)=O 4-amino-2-oxo-bicyclo[2.2.2]octane-1-carboxylic acid ethyl ester hydrochloride